C(N)(=S)N1[C@H]2CN(C[C@@H]1CC2)C(=O)OC(C)(C)C Tert-Butyl (1R,5S)-8-carbamothioyl-3,8-diazabicyclo[3.2.1]octane-3-carboxylate